4-cyano-4-(phenylthioformyl-thio)pentynoic acid C(#N)C(C#CC(=O)O)(C)SC(=S)C1=CC=CC=C1